NCC1=CC=C(C=C1)N1C(=NC=2C1=NC(=CC2)C2=CC(=CC=C2)N2CCOCC2)C=2C(=NC=CC2)N 3-{3-[4-(aminomethyl)phenyl]-5-[3-(morpholin-4-yl)phenyl]imidazo[4,5-b]pyridin-2-yl}pyridin-2-amine